Cl.N(=NCC(C)C=1N(CCN1)CCO)CC(C)C=1N(CCN1)CCO azobis{2-[1-(2-hydroxyethyl)-2-imidazolin-2-yl]propane} hydrochloride